C(#N)C=1SC(=CC1C(=O)NCC(F)(F)F)OC[C@H](C)NS(=O)(=O)C(F)(F)F 2-cyano-N-(2,2,2-trifluoroethyl)-5-[(2S)-2-(trifluoromethylsulfonylamino)propoxy]thiophene-3-carboxamide